F[C@H]1C[C@H](N(C1)C(CN1CCC(CC1)OC(=O)C1=NC=CC2=CC=CC=C12)=O)C#N (2S,4S)-4-fluoro-1-[2-[4-(1-isoquinolinoyloxy)-1-piperidinyl]acetyl]pyrrolidine-2-carbonitrile